BrC1=C2C(=NC=C1)NC(=C2)C(=O)N[C@@H]2[C@H]([C@H]1C([C@@H](C2)C1)(C)C)C 4-bromo-N-[(1S,2S,3S,5R)-2,6,6-trimethylnorpinan-3-yl]-1H-pyrrolo[2,3-b]pyridine-2-carboxamide